N[C@@H]1C2=CC=CC=C2CC12CCN(CC2)C=2C(=NC(=CN2)C#CCN2N=CC1=CC(=CC=C21)N)CO (S)-(3-(1-amino-1,3-dihydrospiro[inden-2,4'-piperidin]-1'-yl)-6-(3-(5-amino-1H-indazol-1-yl)prop-1-yn-1-yl)pyrazin-2-yl)methanol